(2-methyl-5-(3-(trifluoromethyl)benzoylamino)pyridin-3-yl)boronic acid CC1=NC=C(C=C1B(O)O)NC(C1=CC(=CC=C1)C(F)(F)F)=O